CC1(O[C@H]([C@@H](O1)O)O)C (4R,5R)-2,2-dimethyl-1,3-dioxolane-4,5-diol